O=C1N(CC2=CC(=CC=C12)C1=NC2=C(C=CN=C2C(=C1)CN1CCCC1)OC(C(F)(F)F)C)C1C(NC(CC1)=O)=O 3-(1-oxo-5-(4-(pyrrolidin-1-ylmethyl)-8-((1,1,1-trifluoropropan-2-yl)oxy)-1,5-naphthyridin-2-yl)isoindolin-2-yl)piperidine-2,6-dione